7,7-difluoro-N-(2-fluoro-4-methyl-5-(8-morpholinoimidazo[1,2-a]pyridin-6-yl)phenyl)-6,7-dihydro-5H-cyclopenta[b]pyridine-4-carboxamide FC1(CCC=2C1=NC=CC2C(=O)NC2=C(C=C(C(=C2)C=2C=C(C=1N(C2)C=CN1)N1CCOCC1)C)F)F